C(C)(C)(C)C1=C(C=CC=C1)S(=O)C1=CC=C(C=C1)C1=CC=CC=C1 4-[(2-t-butylphenyl)sulfinyl]biphenyl